N-(2-chlorobenzyl)-2-(3-(4-chlorophenyl)-6-oxopyridazin-1(6H)-yl)acetamide ClC1=C(CNC(CN2N=C(C=CC2=O)C2=CC=C(C=C2)Cl)=O)C=CC=C1